O1C=C(C=C1)C1=NN2C(O[C@@H](CC2)C)=C1C(=O)OCC Ethyl (5R)-2-(furan-3-yl)-5-methyl-6,7-dihydro-5H-pyrazolo[5,1-b][1,3]oxazine-3-carboxylate